N1N=CC(=C1)CCNC1=NC(=NC(=C1C)C)C(=O)NCC(C1=CC=CC=C1)(F)F 4-((2-(1H-pyrazol-4-yl)ethyl)amino)-N-(2,2-difluoro-2-phenylethyl)-5,6-dimethylpyrimidine-2-carboxamide